tin-magnesium-zinc [Zn].[Mg].[Sn]